butylaminopropyl methacrylate C(C(=C)C)(=O)OCCCNCCCC